nitrothymol CC1=C(C(=C(C=C1)C(C)C)O)[N+](=O)[O-]